FC=1C(=CC(=NC1)C)C[C@@H]1CC[C@H](CC1)C(=O)O trans-4-[(5-fluoro-2-methyl-4-pyridyl)methyl]cyclohexanecarboxylic acid